FC=1C=C2C=NC(=NC2=CC1C1=C(C2=C(OCCN2)N=C1)C)NC1=CC=C(C=C1)CS(=O)(=O)C 6-fluoro-7-(8-methyl-2,3-dihydro-1H-pyrido[2,3-b][1,4]oxazin-7-yl)-N-(4-[(methylsulfonyl)methyl]phenyl)quinazolin-2-amine